2-Chloro-4-methyl-6,7-dihydro-5H-pyrrolo[3,4-d]pyrimidine hydrochloride Cl.ClC=1N=C(C2=C(N1)CNC2)C